vinyl-(4-bromo-phenyl)methanol C(=C)C(O)C1=CC=C(C=C1)Br